8,8'-(((1r,3R,5S)-3,5-dihydroxycyclohexyl)azanediyl)bis-(N,N-didecyloctan-amide) O[C@@H]1CC(C[C@@H](C1)O)N(CCCCCCCC(=O)N(CCCCCCCCCC)CCCCCCCCCC)CCCCCCCC(=O)N(CCCCCCCCCC)CCCCCCCCCC